tert-butyl 2-(((tert-butyldimethylsilyl)oxy)methyl)piperazine-1-carboxylate [Si](C)(C)(C(C)(C)C)OCC1N(CCNC1)C(=O)OC(C)(C)C